2-bromo-6-ethyl-5-[(4-methoxyphenyl)methyl]-3-[2-(methylamino)ethyl]-7-piperazin-1-yl-pyrido[2,3-b]pyrazin-8-one dihydrobromide Br.Br.BrC=1N=C2C(=NC1CCNC)N(C(=C(C2=O)N2CCNCC2)CC)CC2=CC=C(C=C2)OC